4-(pyridin-3-yl)phenylboronic acid N1=CC(=CC=C1)C1=CC=C(C=C1)B(O)O